(S)-(2-(5-(1-(((benzyloxy)carbonyl)amino)-2-(1H-indol-3-yl)ethyl)-1,3,4-oxadiazol-2-yl)propan-2-yl)carbamic acid tert-butyl ester C(C)(C)(C)OC(NC(C)(C)C=1OC(=NN1)[C@H](CC1=CNC2=CC=CC=C12)NC(=O)OCC1=CC=CC=C1)=O